2-(4-((2-(2-isopropylphenyl)-7-methyl-8-oxo-7,8-dihydro-9H-purin-9-yl)methyl)phenyl)-1-methyl-1H-imidazole-4-carbonitrile C(C)(C)C1=C(C=CC=C1)C1=NC=C2N(C(N(C2=N1)CC1=CC=C(C=C1)C=1N(C=C(N1)C#N)C)=O)C